NC=1C(=NC2=C(C(=C(C=C2C1N[C@@H]1C[C@H](N(CC1)C(=O)OC(C)(C)C)CC#N)Cl)Br)Cl)N1CC(C1)N(C)C tert-butyl (2S,4S)-4-((3-amino-7-bromo-6,8-dichloro-2-(3-(dimethylamino)azetidin-1-yl)quinolin-4-yl)amino)-2-(cyanomethyl)piperidine-1-carboxylate